vinyl-di(beta-methoxyethoxy)silane C(=C)[SiH](OCCOC)OCCOC